BrC=1C(=C(C=CC1)C[C@@H]1N(CC[C@@H]1NS(=O)(=O)C)C(=O)OC(C)(C)C)F tert-butyl (2S,3S)-2-[(3-bromo-2-fluorophenyl)methyl]-3-[(methanesulfonyl)amino]pyrrolidine-1-carboxylate